(4-iodophenyl)tropane CN1[C@@H]2CCC[C@]1(CC2)C3=CC=C(C=C3)I